4-(2-((4-((S)-2-(4-chloro-2-fluorophenyl)-2-methylbenzo[d][1,3]dioxol-4-yl)piperidin-1-yl)methyl)-4-methyl-1-(((S)-oxetan-2-yl)methyl)-1H-imidazol-5-yl)oxazole-2-carboxylic acid ClC1=CC(=C(C=C1)[C@@]1(OC2=C(O1)C=CC=C2C2CCN(CC2)CC=2N(C(=C(N2)C)C=2N=C(OC2)C(=O)O)C[C@H]2OCC2)C)F